(3-bromo-4-(trifluoromethyl)phenyl)methanol BrC=1C=C(C=CC1C(F)(F)F)CO